N-(tert-butyl)butane-1,4-diamine C(C)(C)(C)NCCCCN